C(=O)(O)C1=CC(=C(C(=O)NC=2C=C(C(=O)O)C=CN2)C=C1O)O 2-(4-carboxy-2,5-dihydroxybenzoylamino)isonicotinic acid